1-(2-hydroxyphenyl)prop-2-en-1-one methyl-2-(6-nitro-4-(thiazol-4-yl)-1H-benzo[d]imidazole-1-yl)acetate COC(CN1C=NC2=C1C=C(C=C2C=2N=CSC2)[N+](=O)[O-])=O.OC2=C(C=CC=C2)C(C=C)=O